5-(4-ethoxy-3-methoxyphenyl)-1,3-cyclohexanedione C(C)OC1=C(C=C(C=C1)C1CC(CC(C1)=O)=O)OC